3-fluoro-2-(3-(((R)-1-(2-hydroxyethyl)piperidin-3-yl)amino)-5-methyl-1,2,4-triazin-6-yl)-5-methylphenol FC=1C(=C(C=C(C1)C)O)C1=C(N=C(N=N1)N[C@H]1CN(CCC1)CCO)C